(R)-1-(3-((5-((trimethylsilyl)ethynyl)pyrimidin-2-yl)amino)pyrrolidin-1-yl)phthalazin-6-amine C[Si](C)(C)C#CC=1C=NC(=NC1)N[C@H]1CN(CC1)C1=NN=CC2=CC(=CC=C12)N